C1(=CC=CC=C1)S(=O)(=O)N1C=CC2=CC=C(C=C12)OC 1-(benzenesulfonyl)-6-methoxyindole